(R)-4-(3-fluorobenzyl)-6,6a,7,8,9,10-hexahydro-5H-pyrazino[1,2-a][1,8]naphthyridine FC=1C=C(CC=2C=3CC[C@H]4N(C3N=CC2)CCNC4)C=CC1